O=C1NC(CCC1N1C(C2=CC=CC(=C2C1)CCNC(C(C1=CC=C(C=C1)C1(CC1)C(F)(F)F)=O)=O)=O)=O (2-(2-(2,6-dioxopiperidin-3-yl)-1-oxoisoindolin-4-yl)ethyl)-2-oxo-2-(4-(1-(trifluoromethyl)cyclopropyl)phenyl)acetamide